OCC[NH2+]CCO di(hydroxyethyl)ammonium